C(=O)(OCC1C2=CC=CC=C2C2=CC=CC=C12)N[C@H](CC=1SC=CC1)C(=O)O fmoc-beta-(2-thienyl)-D-alanine